F[C@@H]1[C@@H](C1)C(=O)NC=1SC2=C(N1)C=C(C=C2)C=2C=NC(=CC2C)CO (1S,2S)-2-fluoro-N-(5-(6-(hydroxymethyl)-4-methylpyridin-3-yl)benzo[d]thiazol-2-yl)cyclopropane-1-carboxamide